C(#N)C1(CC12CC2)C=2C=C1C=C(N=CC1=CC2F)NC(=O)C2CC2 N-(6-(1-cyanospiro[2.2]pentan-1-yl)-7-fluoroisoquinolin-3-yl)cyclopropanecarboxamide